6-[(4-Bromophenyl)methyl]-3-tert-butyl-8-(morpholin-4-yl)pyrido[2,3-e][1,2,4]triazolo[4,3-c]pyrimidin-5(6H)-one BrC1=CC=C(C=C1)CN1C(N2C(C3=C1C=C(C=N3)N3CCOCC3)=NN=C2C(C)(C)C)=O